4-methyl-2-(3-methylisoxazol-5-yl)-N-((R)-2-(((S)-11-oxo-2,3,10,11-tetrahydro-1h,5h-benzo[d]pyrazolo[1,2-a][1,2]diazepin-10-yl)carbamoyl)butyl)thiazole-5-carboxamide CC=1N=C(SC1C(=O)NC[C@@H](CC)C(N[C@H]1C2=C(CN3N(C1=O)CCC3)C=CC=C2)=O)C2=CC(=NO2)C